BrC1=C(C=C(C=N1)NC(C(=C)C1CC1)=O)Cl N-(6-bromo-5-chloropyridin-3-yl)-2-cyclopropylacrylamide